N(=C=S)C1=NC=CC(=C1)OC(C)C 2-isothiocyanato-4-(prop-2-yloxy)pyridine